8-(4-chloro-pyridin-2-yl)-2,3-dihydro-benzo[1,4]dioxin ClC1=CC(=NC=C1)C1=CC=CC2=C1OCCO2